COC1=CC=C(CN(C=2N=C(C3=C(C(=NNC3=O)C)N2)NCCCC)CC2=CC=C(C=C2)OC)C=C1 2-(Bis(4-methoxybenzyl)amino)-4-(butylamino)-8-methylpyrimido[4,5-d]pyridazin-5(6H)-one